FC1=CC=C(C=C1)S1C[C@@H](CN2C(N=C(C3=CC(=CC1=C23)C(F)(F)F)N2[C@H](CN(CC2)C(=O)OC(C)(C)C)C)=O)OC tert-butyl (s)-4-((R)-l-1-(4-fluorophenyl)-3-methoxy-6-oxo-10-(trifluoromethyl)-3,4-dihydro-2H,6H-[1,4]thiazepino[2,3,4-ij]quinazolin-8-yl)-3-methylpiperazine-1-carboxylate